C(C)NCC1=NC(=NC=C1)NC 4-((ethylamino)methyl)-N-methylpyrimidin-2-amine